C[C@]1(C2=C(NC=3CC(NC(C13)=O)(C)C)N=CC(=C2)C(F)(F)F)C2=CC=CC=C2 (R)-5,8,8-trimethyl-5-phenyl-3-(trifluoromethyl)-5,8,9,10-tetrahydropyrido[2,3-b][1,6]naphthyridin-6(7H)-one